CN1CCN(CC1)CC1=CC=C(C=C1)C=1C=C2C(=NC1)NC=C2C=2C=NC(=CC2)S(=O)(=O)C 5-(4-((4-Methylpiperazin-1-yl)methyl)phenyl)-3-(6-(methylsulfonyl)pyridin-3-yl)-1H-pyrrolo[2,3-b]pyridine